(3-endo)-3-hydroxy-8-azabicyclo[3.2.1]octane-8-carboxylic acid tert-butyl ester C(C)(C)(C)OC(=O)N1C2CC(CC1CC2)O